(S)-2-Amino-3-(4-phosphonooxy-phenyl)-propionic acid sodium salt [Na+].N[C@H](C(=O)[O-])CC1=CC=C(C=C1)OP(=O)(O)O